C(C)(C)(C)C=1C=C(C=CC1)NC(OC1=CC=CC=C1)=O phenyl (3-{tert-butyl}phenyl)carbamate